(S)-N-(2,4-dimethoxybenzyl)-2-fluoro-4-(3-(methyl(1-methylazetidin-3-yl)amino)-3-(3-(trifluoromethyl)-phenethyl)piperidin-1-yl)-N-(pyrimidin-4-yl)benzenesulfonamide COC1=C(CN(S(=O)(=O)C2=C(C=C(C=C2)N2C[C@@](CCC2)(CCC2=CC(=CC=C2)C(F)(F)F)N(C2CN(C2)C)C)F)C2=NC=NC=C2)C=CC(=C1)OC